pyrrole-3-formic acid N1C=C(C=C1)C(=O)O